FC(C(=O)O)(F)F.N[C@@H]([C@@H](C)CC)C(=O)N L-isoleucinamide mono(trifluoroacetate)